N-[4-(1-{[2-(trifluoromethyl)-1,3-thiazol-4-yl]carbonyl}piperidin-4-yl)butyl]-1H-pyrrolo[3,2-c]pyridine-2-carboxamide FC(C=1SC=C(N1)C(=O)N1CCC(CC1)CCCCNC(=O)C1=CC=2C=NC=CC2N1)(F)F